2-(3,5-difluoro-4-iodophenyl)-5-propyltetrahydro-2h-pyran FC=1C=C(C=C(C1I)F)C1OCC(CC1)CCC